CP(OC1=C(C(=CC=C1NC1=NC(=NC=C1Br)NC1=C(C=C(C(=C1)C=1C=NN(C1)C)N1CCN(CC1)C1CCNCC1)OC)C)C)([O-])([O-])C (6-((5-bromo-2-((2-methoxy-5-(1-methyl-1H-pyrazol-4-yl)-4-(4-(piperidin-4-yl) piperazin-1-yl) phenyl) amino) pyrimidin-4-yl) amino)-2,3-dimethylphenyl) dimethylphosphite